[3-[(6-cyclopropyl-2-fluoro-3-pyridyl)oxy]azetidin-1-yl]-[6-(3-cyclopropyl-1,2,4-triazol-1-yl)-2-azaspiro[3.3]heptan-2-yl]methanone C1(CC1)C1=CC=C(C(=N1)F)OC1CN(C1)C(=O)N1CC2(C1)CC(C2)N2N=C(N=C2)C2CC2